O=C1N(C2=CC=CC=C2C(N1CCC1=NC=CC=C1)=O)CC1=CC=C(C(=O)NO)C=C1 4-((2,4-dioxo-3-(2-(pyridin-2-yl)ethyl)-3,4-dihydroquinazolin-1(2H)-yl)methyl)-N-hydroxybenzoamide